CN1N=C(C=C1C)NC1=NC=C(C(=N1)C1=CNC2=C(C=CC=C12)N1C(C2=CC=CC(=C2C1)C1=C(C=CC=C1)OC)=O)C 2-(3-(2-((1,5-dimethyl-1H-pyrazol-3-yl)amino)-5-methylpyrimidin-4-yl)-1H-indol-7-yl)-4-(2-methoxyphenyl)isoindolin-1-one